Benzyl 6-bromo-5-((3-chloro-4-fluorophenyl) amino)-7-fluoro-1H-indazole-1-carboxylate BrC1=C(C=C2C=NN(C2=C1F)C(=O)OCC1=CC=CC=C1)NC1=CC(=C(C=C1)F)Cl